C(C)(C)(C)OC(NC=1SC2=C(N1)C=CC(=C2)C2=CC=C(C=C2)N2CCCCC2)=O N-[6-[4-(1-piperidinyl)phenyl]-1,3-benzothiazol-2-yl]carbamic acid tert-butyl ester